BrC1=C(C=CC=C1)C1=C(C2=C(C=N1)SC1=C2C=CC=C1)C(=O)NCCN(C)C 3-(2-bromophenyl)-N-(2-(dimethylamino)ethyl)benzo[4,5]thieno[2,3-c]pyridine-4-carboxamide